CC1(C(C1)C(=O)N1CCC2(C(C2)CNC(=O)N2CC=3C=NC=CC3C2)CC1)C N-[[6-(2,2-dimethylcyclopropanecarbonyl)-6-azaspiro[2.5]octan-2-yl]methyl]-1,3-dihydropyrrolo[3,4-c]pyridine-2-carboxamide